(+/-)-(1S,3S)-3-(4-(5-(((cyclopentyl(methyl)carbamoyl)oxy)methyl)-1-methyl-1H-pyrazol-4-yl)phenoxy)cyclohexane-1-carboxylate C1(CCCC1)N(C(=O)OCC1=C(C=NN1C)C1=CC=C(O[C@@H]2C[C@H](CCC2)C(=O)[O-])C=C1)C |r|